OC(C(CC1=CC=CC=C1)=O)C 3-hydroxy-1-phenyl-2-butanone